BrC=1C(=CC=2N(C1)N=NN2)C 6-bromo-7-methyltetrazolo[1,5-a]pyridine